C(OC1=CC=C(C=C1)[N+](=O)[O-])(OC1=CC=C(C=C1)[N+](=O)[O-])=O bis-(p-nitrophenyl) carbonate